C(#C)[C@@H]1C[C@@]2(CN1C([C@H](CC(C)(C)F)NC(=O)C=1OC3=C(C1)C=C(C=C3)F)=O)C(NC3=CC=CC=C32)=O N-((S)-1-((3R,5'S)-5'-ethynyl-2-oxospiro[indoline-3,3'-pyrrolidin]-1'-yl)-4-fluoro-4-methyl-1-oxopentan-2-yl)-5-fluorobenzofuran-2-carboxamide